(M)-3-chloro-4-((3,5-difluoropyridin-2-yl)methoxy)-6''-(2-hydroxypropan-2-yl)-3'',5',6-trimethyl-2H-[1,4':2',2''-terpyridin]-2-one ClC=1C(N(C(=CC1OCC1=NC=C(C=C1F)F)C)C1=CC(=NC=C1C)C1=NC(=CC=C1C)C(C)(C)O)=O